C(C)(=O)N1CCC(CC1)CN1N=C2C3=C(C[C@H](C2=C1)C)OC(=C3C(F)(F)F)C(=O)NC[C@H]3OCCOC3 (4R)-2-[(1-acetylpiperidin-4-yl)methyl]-N-{[(2R)-1,4-dioxan-2-yl]methyl}-4-methyl-8-(trifluoromethyl)-4,5-dihydro-2H-furo[2,3-g]indazole-7-carboxamide